N-(5-(((5-(tert-butyl)oxazol-2-yl)methyl)thio)thiazol-2-yl)-1-((2-(2,4-dioxotetrahydropyrimidin-1(2H)-yl)-1,3-dioxoisoindolin-5-yl)methyl)piperidine-4-carboxamide C(C)(C)(C)C1=CN=C(O1)CSC1=CN=C(S1)NC(=O)C1CCN(CC1)CC=1C=C2C(N(C(C2=CC1)=O)N1C(NC(CC1)=O)=O)=O